NC(CC#CC#CC=1C=2N(C=CC1C(=O)N)N=CC2)(C=2C(N(C=CC2)C)=O)C2=C(C=CC(=C2)F)F 4-(6-Amino-6-(2,5-difluorophenyl)-6-(1-methyl-2-oxo-1,2-dihydropyridin-3-yl)hexa-1,3-diyn-1-yl)pyrazolo[1,5-a]pyridine-5-carboxamide